FC=1C=C(CN2CC3(C2)CCOCC3)C=CC1B1OC(C(O1)(C)C)(C)C 2-(3-fluoro-4-(4,4,5,5-tetramethyl-1,3,2-dioxaborolan-2-yl)benzyl)-7-oxa-2-azaspiro[3.5]nonane